1,2-di-O-sinapoyl-β-glucose C(\C=C\C1=CC(OC)=C(O)C(OC)=C1)(=O)O[C@H]1[C@H](OC(\C=C\C2=CC(OC)=C(O)C(OC)=C2)=O)[C@@H](O)[C@H](O)[C@H](O1)CO